3,4-dichloro-5-hydroxy-1-(pyridin-3-ylmethyl)-1H-pyrrol-2(5H)-one ClC=1C(N(C(C1Cl)O)CC=1C=NC=CC1)=O